styrene-maleic acid hydride C(=CC1=CC=CC=C1)/C(=C/C=O)/C=O